N[C@@H](CC(=O)OCC)C=1C=NC(=CC1)OC (S)-ethyl 3-amino-3-(6-methoxypyridin-3-yl)propanoate